ClC=1C=2N(C=C(C1)[N+](=O)[O-])N=CN2 8-chloro-6-nitro-[1,2,4]triazolo[1,5-a]pyridine